FC1=C(C=CC(=C1)F)C1=C2C(=NC(=C1)C(=O)OCC)O[C@@H](CC2)COC ethyl (S)-5-(2,4-difluorophenyl)-2-(methoxymethyl)-3,4-dihydro-2H-pyrano[2,3-b]pyridine-7-carboxylate